4-(cinnolinylthio)cyclohexanone N1=NC(=CC2=CC=CC=C12)SC1CCC(CC1)=O